C(#N)C=1C=C(C=CC1F)NC(=O)N1CC=2C(=NN3C2C(N(CC(C3)C3=NN=NN3)C)=O)CC1 N-(3-Cyano-4-fluorophenyl)-10-methyl-11-oxo-8-(1H-tetrazol-5-yl)-3,4,8,9,10,11-hexahydro-1H-pyrido[4',3':3,4]pyrazolo[1,5-a][1,4]diazepine-2(7H)-carboxamide